chloro-N,N-dimethyl-2-(6-methyl-2-(p-tolyl)imidazo[1,2-a]pyridin-3-yl)acetamide hydrochloride Cl.ClC(C(=O)N(C)C)C1=C(N=C2N1C=C(C=C2)C)C2=CC=C(C=C2)C